FC=1C(=C2C(=NC(=NN2C1)N[C@@H]1[C@H](CN(CC1)C1COC1)F)OC)C=1C=C(C2=C(N(C=N2)CCF)C1)F 6-fluoro-5-(4-fluoro-1-(2-fluoroethyl)-1H-benzo[d]imidazol-6-yl)-N-((3S,4S)-3-fluoro-1-(oxetan-3-yl)piperidin-4-yl)-4-methoxypyrrolo[2,1-f][1,2,4]triazin-2-amine